(2R,3R,4R,5S)-1-(2-(3,5-difluoro-[1,1'-biphenyl]-4-yl)ethyl)-2-methylpiperidine-3,4,5-triol FC=1C=C(C=C(C1CCN1[C@@H]([C@H]([C@@H]([C@H](C1)O)O)O)C)F)C1=CC=CC=C1